C(C)(C)(C)NC(CN(C=1C2=C(N=C(N1)C1=NC=CC(=C1)OCC(CC)OC1OCCCC1)CCC2)C)=O N-(tert-butyl)-2-(methyl(2-(4-(2-((tetrahydro-2H-pyran-2-yl)oxy)butoxy)pyridin-2-yl)-6,7-dihydro-5H-cyclopenta[d]pyrimidin-4-yl)amino)acetamide